fluoro-3-fluoro-5-(trifluoromethyl)benzamide FC1=C(C(=O)N)C=C(C=C1F)C(F)(F)F